OC(C)(C)C1=CC=C(C=N1)C1=CN=C2C(=N1)N(C(CN2)=O)[C@@H]2CC[C@H](CC2)OC 7-(6-(2-hydroxyprop-2-yl)pyridin-3-yl)-1-((trans)-4-methoxycyclohexyl)-3,4-dihydro-pyrazino[2,3-b]pyrazin-2(1H)-one